N-(6-((4-(aminomethyl)-1H-pyrazol-1-yl)methyl)-4-methoxybenzo[d]isoxazol-3-yl)-5-ethyl-2-methoxybenzenesulfonamide hydrochloride Cl.NCC=1C=NN(C1)CC1=CC2=C(C(=NO2)NS(=O)(=O)C2=C(C=CC(=C2)CC)OC)C(=C1)OC